C(#N)C=1C=C(C=CC1)NC=1C=NC(=C(C(=O)N)C1)NC1=CC(=CC(=C1)C)F 5-((3-cyanophenyl)amino)-2-((3-fluoro-5-methylphenyl)amino)nicotinamide